C[C@H]1N(C[C@@H](N(C1)C1=CC=2N(C3=C1N=C(N3C[C@H]3OCCC3)C)C=NN2)C)C(=O)OC(C)(C)C tert-Butyl (2R,5S)-2,5-dimethyl-4-(2-methyl-1-(((S)-tetrahydrofuran-2-yl)methyl)-1H-imidazo[4,5-e][1,2,4]triazolo[4,3-a]pyridin-4-yl)piperazine-1-carboxylate